di(2-hydroxyethyl) 2,2'-azobisisobutyrate N(=NC(C(=O)OCCO)(C)C)C(C(=O)OCCO)(C)C